racemic-4-(3-bromo-2-fluorophenyl)-1-(2,2-difluoro-1-(4-fluorophenyl)propyl)-1H-pyrazole BrC=1C(=C(C=CC1)C=1C=NN(C1)[C@@H](C(C)(F)F)C1=CC=C(C=C1)F)F |r|